C(C)OC(CCNC=1C(=C2C=CN(C2=CC1F)C1CCN(CC1)C(=O)OC(C)(C)C)F)=O tert-Butyl 4-(5-((3-ethoxy-3-oxopropyl)amino)-4,6-difluoro-1H-indol-1-yl)piperidine-1-carboxylate